3-(3-methoxyphenoxy)propanoic acid COC=1C=C(OCCC(=O)O)C=CC1